C(C)(C)(C)OC(C(CC(CF)(C)C)NC(=O)OC(C)(C)C)=O 2-(tert-Butoxycarbonylamino)-5-fluoro-4,4-dimethylvaleric acid tert-butyl ester